8-bromo-6-chloro-7-methoxy-2-phenyl-4H-chromen-4-one BrC=1C(=C(C=C2C(C=C(OC12)C1=CC=CC=C1)=O)Cl)OC